3-ethoxy-4-((6-methylhept-1,5-dien-4-yloxy)oxy)benzaldehyde C(C)OC=1C=C(C=O)C=CC1OOC(CC=C)C=C(C)C